FC1=CC(=C(C=C1)[C@H]1[C@H](O[C@@](C1)(C(F)(F)F)C)C(=O)NC1=CC(=NC=C1)C(=O)N)OC (2S,3S,5S)-4-[[3-(4-fluoro-2-methoxy-phenyl)-5-methyl-5-(trifluoromethyl)tetrahydrofuran-2-carbonyl]amino]pyridine-2-carboxamide